2-(3,3,3-trifluoropropyl)thiazole-4-carboxylic acid FC(CCC=1SC=C(N1)C(=O)O)(F)F